6,10-Dimethyl-3-oxo-5,9-undecadiene-1-aldehyde CC(=CCC(CC=O)=O)CCC=C(C)C